2-amino-1-(3-hydroxy-2,6-dimethyl-phenyl)-5-(trifluoromethyl)pyrrolo[2,3-b]Pyridine-3-carboxamide NC1=C(C=2C(=NC=C(C2)C(F)(F)F)N1C1=C(C(=CC=C1C)O)C)C(=O)N